3-methylphenethylamine CC=1C=C(CCN)C=CC1